ClC12C(CC3(C(C(CC3C1CCC1=COC=CC21C)C)CCC(=O)[O-])C)O 9-chloro-11-hydroxy-10,13,16-trimethyl-3-oxa-6,7,8,9,10,11,12,13,14,15,16,17-dodecahydro-3H-cyclopenta[a]phenanthrene-17-propionate